(R)-(4-chloro-3,5-difluoro-1H-indol-2-yl)(3-(2-(3,3-difluoroazetidin-1-yl)ethyl)piperazin-1-yl)methanone ClC1=C2C(=C(NC2=CC=C1F)C(=O)N1C[C@H](NCC1)CCN1CC(C1)(F)F)F